1-(2-(3,8-diazabicyclo[3.2.1]octan-8-yl)-6,7-dihydrothiazolo[5,4-c]pyridin-5(4H)-yl)-2-(2,6-dimethylpyridin-4-yl)ethan-1-one C12CNCC(CC1)N2C=2SC=1CN(CCC1N2)C(CC2=CC(=NC(=C2)C)C)=O